N-(3-(4,4-difluoropentanoylamino)-2,4-difluorophenyl)benzamide FC(CCC(=O)NC=1C(=C(C=CC1F)NC(C1=CC=CC=C1)=O)F)(C)F